1-(tert-butyl)-6-chloro-1H-pyrazolo[3,4-d]pyrimidin-4-ol C(C)(C)(C)N1N=CC=2C1=NC(=NC2O)Cl